Benzyl N-[1-[[(3-amino-3-oxo-propyl)-(2-chloropropanoyl)amino]carbamoyl]-3-methyl-butyl]carbamate NC(CCN(C(C(C)Cl)=O)NC(=O)C(CC(C)C)NC(OCC1=CC=CC=C1)=O)=O